tert-butyl (3S,4R)-4-[(1-benzyloxycarbonyl azetidin-3-yl) methoxy]-3-fluoro-piperidine-1-carboxylate C(C1=CC=CC=C1)OC(=O)N1CC(C1)CO[C@H]1[C@H](CN(CC1)C(=O)OC(C)(C)C)F